CC1(CC1)NC(=O)C=1C2=CC(N=C2C=CC1)C=1C=NC=CC1 N-(1-methylcyclopropyl)-2-(3-pyridyl)-2H-indole-4-carboxamide